C(#N)C1(C(C=CC=C1)C#N)[Se-]=[Se] 1,2-di-cyanophenyldiselenide